ClC=1N=C(NC1[C@H]1[C@H](CN(CC1)C(=O)OC)C)C1=NC=C(C=C1)F Methyl (3R,4R)-4-[4-chloro-2-(5-fluoro-2-pyridyl)-1H-imidazol-5-yl]-3-methyl-piperidine-1-carboxylate